3-(4-Chlorophenyl)1-[2-(4-bromophenyl)ethyl]urea ClC1=CC=C(C=C1)NC(NCCC1=CC=C(C=C1)Br)=O